hydroxyzinc terephthalate C(C1=CC=C(C(=O)[O-])C=C1)(=O)[O-].O[Zn+2]